(4S)-4-(4-Ethoxybenzyl)-3,6,9-tris(carboxylatomethyl)-3,6,9-triazaundecanedioic acid disodium [Na+].[Na+].C(C)OC1=CC=C(C[C@H](N(CC(=O)O)CC(=O)[O-])CN(CCN(CC(=O)O)CC(=O)[O-])CC(=O)[O-])C=C1